8,8-dimethoxy-3,6-bis(4-methoxyphenyl)oct-2,6-diene-4-aldehyde COC(C=C(CC(C(=CC)C1=CC=C(C=C1)OC)=O)C1=CC=C(C=C1)OC)OC